CC1=CC=C(C=C1)S(=O)(=O)N=C=O p-Toluenesulfonylisocyanat